1-(3-(7-Bromo-1-(cyclopropylmethyl)-5-(1-ethyl-1,4,5,6-tetrahydropyrrolo[3,4-c]pyrazole-5-carbonyl)-1H-indol-2-yl)-5,6-dihydropyridin-1(2H)-yl)-3-(1H-1,2,3-triazol-1-yl)propan-1-one BrC=1C=C(C=C2C=C(N(C12)CC1CC1)C=1CN(CCC1)C(CCN1N=NC=C1)=O)C(=O)N1CC=2N(N=CC2C1)CC